CC1=CN(C(=O)NC1=O)[C@H]2[C@@H]([C@@H]([C@H](O2)COP(=O)(O)OP(=O)(O)OP(=O)(O)O)O)O The molecule is a pyrimidine ribonucleoside 5'-triphosphate in which the pyrimidine element is 5-methyluracil. It is a conjugate acid of a TTP(4-).